tert-butyl (3R)-3-[(8-methyl-1-isoquinolyl)amino]piperidine-1-carboxylate CC=1C=CC=C2C=CN=C(C12)N[C@H]1CN(CCC1)C(=O)OC(C)(C)C